C1=NC=CC=2NC=3C=C(C=CC3C21)C=2C=CC(=NC2)OC2CC(C2)OC=2C=CC(=NC2)C#CCOCCOC=2C=C1CN(C(C1=CC2)=O)C2C(NC(CC2)=O)=O 3-(5-(2-((3-(5-((1r,3r)-3-((5-(5H-pyrido[4,3-b]indol-7-yl)pyridin-2-yl)oxy)cyclobutoxy)pyridin-2-yl)prop-2-yn-1-yl)oxy)ethoxy)-1-oxoisoindolin-2-yl)piperidine-2,6-dione